2,5-dioxopyrrolidin-1-yl-3-(4-(2-fluoro-5-((4-oxo-3,4-dihydrophthalazin-1-yl)methyl)benzoyl)piperazine-1-carbonyl)-5-iodobenzoate O=C1N(C(CC1)=O)C1=C(C(=O)[O-])C=C(C=C1C(=O)N1CCN(CC1)C(C1=C(C=CC(=C1)CC1=NNC(C2=CC=CC=C12)=O)F)=O)I